2-((R)-1-(4-(6-((4-cyano-2-fluorobenzyl)oxy)pyridin-2-yl)piperazin-1-yl)ethyl)-3-(((S)-oxetane-2-yl)methyl)-3H-imidazo[4,5-b]pyridine-5-carboxylic acid C(#N)C1=CC(=C(COC2=CC=CC(=N2)N2CCN(CC2)[C@H](C)C2=NC=3C(=NC(=CC3)C(=O)O)N2C[C@H]2OCC2)C=C1)F